FC1CC(N(C1)C(CN1N=NC=C1)=O)C(=O)NC(C1=CC=CC=C1)C1=CC(=C(C=C1)C(C)C)F 4-fluoro-N-{[3-fluoro-4-(propan-2-yl)phenyl](phenyl)methyl}-1-[2-(1H-1,2,3-triazol-1-yl)acetyl]pyrrolidine-2-carboxamide